tributyl-{8-(chlorodimethylsilyl)octyl}phosphonium chloride [Cl-].C(CCC)[P+](CCCCCCCC[Si](C)(C)Cl)(CCCC)CCCC